tert-butyl N-[(1R)-2-[3-[[tert-butyl(diphenyl)silyl]oxymethyl]cyclobutoxy]-1-methyl-ethyl]carbamate [Si](C1=CC=CC=C1)(C1=CC=CC=C1)(C(C)(C)C)OCC1CC(C1)OC[C@@H](C)NC(OC(C)(C)C)=O